(R)-N-((1R,2R)-1-(3-chloro-4-cyclopropoxyphenyl)-1-hydroxy-3-(piperidin-1-yl)propan-2-yl)-1-(4-chlorophenyl)pyrrolidine-3-carboxamide ClC=1C=C(C=CC1OC1CC1)[C@H]([C@@H](CN1CCCCC1)NC(=O)[C@H]1CN(CC1)C1=CC=C(C=C1)Cl)O